OC(=O)C(F)(F)F.C1(=CC=CC=C1)NC(C1=CC=C(C=C1)C1=CC(=C2N1C=NC=C2)C2CNCC2)=O N-phenyl-4-(5-(pyrrolidin-3-yl)pyrrolo[1,2-c]pyrimidin-7-yl)benzamide TFA salt